Dimethyl-arsinic acid C[As](O)(=O)C